p-Guanidinobenzoic Acid Mesylate S(C)(=O)(=O)O.N(C(=N)N)C1=CC=C(C(=O)O)C=C1